(1r,2'S,4S)-4-(3-chloroanilino)-6'-ethoxy-2'-[(2R)-2-methyl-3-{[(5R)-5-methyl-5,6,7,8-tetrahydroquinolin-4-yl]oxy}propyl]-2',3'-dihydrospiro[cyclohexane-1,1'-indene]-4-carboxylic acid ClC=1C=C(NC2(CCC3([C@H](CC4=CC=C(C=C34)OCC)C[C@H](COC3=CC=NC=4CCC[C@H](C34)C)C)CC2)C(=O)O)C=CC1